2-(tert-butyl)-9,9-dimethyl-6-(piperazin-1-yl)-9,10-dihydroacridine C(C)(C)(C)C1=CC=2C(C3=CC=C(C=C3NC2C=C1)N1CCNCC1)(C)C